ClC1=CC(=C(COC2=CC=CC(=N2)C2=CC(=C(CC3=NC4=C(N3C3COCC35CC5)C=C(C=C4F)C(=O)O)C=C2F)F)C=C1)F 2-(4-(6-((4-chloro-2-fluorobenzyl)oxy)pyridin-2-yl)-2,5-difluorobenzyl)-4-fluoro-1-(5-oxaspiro[2.4]heptan-7-yl)-1H-benzo[d]imidazole-6-carboxylic acid